C(C)OC(C(C)(C)OC1=C(C=C(C(=O)OC)C=C1)[N+](=O)[O-])=O methyl 4-((1-ethoxy-2-methyl-1-oxopropan-2-yl) oxy)-3-nitrobenzoate